COC1=CC=C(CN2CC(CCCC2)=NS(=O)C(C)(C)C)C=C1 N-(1-(4-methoxybenzyl)azepan-3-ylidene)-2-methylpropane-2-sulfinamide